N-tert-butyl-2-{ethyl[2-(pyridin-2-yl)-5H,6H,7H-cyclopenta[d]pyrimidin-4-yl]amino}acetamide C(C)(C)(C)NC(CN(C=1C2=C(N=C(N1)C1=NC=CC=C1)CCC2)CC)=O